BrC1=CC=C(C=C1)/C=C/C(=O)N1CCN(CC1)C(=O)C=1C=NC(=NC1)OCCOC (E)-3-(4-bromophenyl)-1-(4-(2-(2-methoxyethoxy)pyrimidine-5-carbonyl)piperazin-1-yl)prop-2-en-1-one